1-(2-((2,3-dihydrobenzo-furan-6-yl)amino)-5-methyl-pyrimidin-4-yl)-N-(2-hydroxy-1-phenylethyl)-1H-pyrrole-3-carboxamide O1CCC2=C1C=C(C=C2)NC2=NC=C(C(=N2)N2C=C(C=C2)C(=O)NC(CO)C2=CC=CC=C2)C